FC(C1=CC(=NC=C1)C1=NN2C=NC=3C=CC=CC3C2=N1)(F)F 2-[4-(trifluoromethyl)pyridin-2-yl][1,2,4]triazolo[1,5-c]quinazolin